amino[(carboxymethyl)thio]acetic acid NC(C(=O)O)SCC(=O)O